O1C(C1)COC1=CC=CC=2C3=CC=CC=C3NC12 (oxiran-2-ylmethoxy)-9H-carbazole